BrC=1C=2N(C=C(C1)C1(CC1)F)C=C(N2)CNC(OC(C)(C)C)=O tert-butyl ((8-bromo-6-(1-fluorocyclopropyl)imidazo[1,2-a]pyridin-2-yl)methyl)carbamate